NC1=C(C=C2CCN(C2=C1)CC1=CC=C(C=C1)C(F)(F)F)NC(C(C)(C)C)=O N-[6-Amino-1-(4-trifluoromethylbenzyl)-2,3-dihydro-1H-indol-5-yl]-2,2-dimethylpropionamide